C1(CC1)C=1C=C(C=CC1)C=1NC2=CC=C(C=C2C1)SCC(=O)O 2-((2-(3-cyclopropylphenyl)-1H-indol-5-yl)thio)acetic acid